4-(2-oxo-7-(trifluoromethyl)-2,3-dihydro-1H-benzo[d]imidazol-1-yl)-N-(4-(trifluoromethyl)phenyl)piperidine-1-carboxamide O=C1NC2=C(N1C1CCN(CC1)C(=O)NC1=CC=C(C=C1)C(F)(F)F)C(=CC=C2)C(F)(F)F